C1(CCCCC1)S(=O)(=O)OC1=C(C=CC=C1)NC(=O)NC1=CC(=CC=C1)OS(=O)(=O)C1CCCCC1 N-[2-(cyclohexanesulfonyloxy)phenyl]-N'-[3-(cyclohexanesulfonyloxy)phenyl]urea